CC=1C=C(C(=O)NN=C(C)C2=CC3=CC=CC=C3C=C2)C=CC1 l-3-methyl-N'-(1-(naphthalen-2-yl)ethylidene)benzohydrazide